CC1=CC(=CC(=N1)CCC(NCCOCCOCCOCCOCCOCCOCCOCCOCCC(=O)OCCCC)=O)C=C butyl 1-(6-methyl-4-vinylpyridin-2-yl)-3-oxo-7,10,13,16,19,22,25,28-octaoxa-4-azahentriacontan-31-oate